NC1=NC=NN2C1=C(C=C2C=2C=C(C(=C(C(=O)N[C@@H]1CN(C[C@@H]1F)C([C@@](C(F)(F)F)(C)O)=O)C2)F)F)C(F)(F)F 5-[4-amino-5-(trifluoromethyl)pyrrolo-[2,1-f][1,2,4]triazin-7-yl]-2,3-difluoro-N-[(3R,4S)-4-fluoro-1-[(2R)-3,3,3-trifluoro-2-hydroxy-2-methyl-propanoyl]pyrrolidin-3-yl]benzamide